N[C@@H](C(C)C)C(=O)OC[C@H]1O[C@@]([C@@H]([C@@H]1O)O)(C#N)C1=CC=C2C(=NC=NN21)NC(CCC)=O ((2R,3S,4R,5R)-5-(4-butyramidopyrrolo[2,1-f][1,2,4]triazin-7-yl)-5-cyano-3,4-dihydroxytetrahydrofuran-2-yl)methyl L-valinate